C(C1=CC=CC=C1)NC1=NC(=NC=C1C(=O)N)NC1=CC2=C(OCC(CN2)O)C=C1 4-(benzylamino)-2-((3-hydroxy-2,3,4,5-tetrahydro-benzo[b][1,4]oxazepin-7-yl)amino)pyrimidine-5-carboxamide